BrC=1C=C2C(=NN(C(C2=CC1)=O)CC(=O)OC)OC1(CC1)F methyl 2-(6-bromo-4-(2-cis-fluorocyclopropoxy)-1-oxophthalazin-2(1H)-yl)acetate